5'-((1S,2S,4R)-rel-2-Amino-7-azabicyclo[2.2.1]heptan-7-carbonyl)-2'',3-difluoro-4''-(2-hydroxy-2-methylpropyl)-[1,1':2',1''-terphenyl]-4-carbonitril N[C@@H]1[C@@H]2CC[C@H](C1)N2C(=O)C2=CC=C(C(=C2)C2=CC(=C(C=C2)C#N)F)C2=C(C=C(C=C2)CC(C)(C)O)F |o1:1,2,5|